CN1C2(CC2)CN(C1=O)C1CN(CCC1)C=1N=NC(=CN1)C(=O)N 3-(3-(4-methyl-5-oxo-4,6-diazaspiro[2.4]heptan-6-yl)piperidin-1-yl)-1,2,4-triazine-6-carboxamide